Tetramethyl-chlorouronium hexafluorophosphate F[P-](F)(F)(F)(F)F.CN(C(=[N+](Cl)C)OC)C